2-((6-((6-(3-Amino-4,4-difluoro-5-methylpiperidin-1-yl)-3-chloro-5-cyanopyridin-2-yl)amino)-1-(oxetan-3-ylmethyl)-2-oxo-1,2-dihydroquinolin-3-yl)oxy)-N-methylacetamide NC1CN(CC(C1(F)F)C)C1=C(C=C(C(=N1)NC=1C=C2C=C(C(N(C2=CC1)CC1COC1)=O)OCC(=O)NC)Cl)C#N